(R)-N-((S)-1-(4-(3,3-dimethyl-2-oxoindolin-1-yl)piperidin-1-yl)-1-oxo-4-phenylbutan-2-yl)piperidine-3-carboxamide methanesulfonic acid salt CS(=O)(=O)O.CC1(C(N(C2=CC=CC=C12)C1CCN(CC1)C([C@H](CCC1=CC=CC=C1)NC(=O)[C@H]1CNCCC1)=O)=O)C